(6-(difluoromethyl)pyridin-2-yl)((4R,5S)-3,3,7,7-tetrafluoro-4-hydroxy-1-azaspiro[4.4]nonan-1-yl)methanone methyl-2-(4-chloro-5-formyl-6-oxo-pyridazin-1-yl)acetate COC(CN1N=CC(=C(C1=O)C=O)Cl)=O.FC(C1=CC=CC(=N1)C(=O)N1CC([C@@H]([C@]12CC(CC2)(F)F)O)(F)F)F